2-(3-cyclohexylpropoxy)-1,3-propanediol C1(CCCCC1)CCCOC(CO)CO